Octane-2,8-dicarboxylic acid 2-(tert-butyl) 8-ethyl ester C(C)OC(=O)CCCCCCC(C)C(=O)OC(C)(C)C